2-(4-thiocyanatobenzoyl)-1,4,7,10,13-pentaazacyclopentadecaneN S(C#N)C1=CC=C(C(=O)C2=NCCNCCNCCNCCNC2)C=C1